benzotriazole-1-yl-oxy-tris(dimethylamino)phosphonium N1(N=NC2=C1C=CC=C2)O[P+](N(C)C)(N(C)C)N(C)C